n-hexyl (2-ethylhexyl) terephthalate C(C1=CC=C(C(=O)OCC(CCCC)CC)C=C1)(=O)OCCCCCC